N1=C(C=CC=C1)C1=CC=CC=2[C@@H](OCCCC21)CNC(OC(C)(C)C)=O |o1:11| rel-(R)-tert-butyl (6-(pyridin-2-yl)-1,3,4,5-tetrahydrobenzo[c]oxepin-1-yl)methylcarbamate